C(C)N1C(OCC2=C1N=C(N=C2)N[C@@H](C)C2=CC=C(C=C2)C(CCOC)N2CCN(CC2)C(C=C)=O)=O 1-Ethyl-7-[[(1S)-1-[4-[3-methoxy-1-(4-prop-2-enoylpiperazin-1-yl)propyl]phenyl]ethyl]amino]-4H-pyrimido[4,5-d][1,3]oxazin-2-one